FCC1OC1C1=CC=C(C=C1)S(=O)(=O)C 2-(fluoromethyl)-3-(4-(methylsulfonyl)phenyl)oxirane